[Li].C(C(=C)C)(=O)OCCC propyl methacrylate lithium